ClC1=CC=C(C(=N1)C#N)N[C@H](C)C1=CC(=CC=2C(C(=C(OC21)SCC)C=2C=NOC2)=O)C 6-chloro-3-[[(1R)-1-(2-ethylsulfanyl-3-isoxazol-4-yl-6-methyl-4-oxo-benzopyran-8-yl)ethyl]amino]pyridine-2-carbonitrile